[Cl-].ClC=1N(C=C[N+]1C(C)(C)C)C(C)(C)C 2-Chloro-1,3-di-tert-butyl-Imidazolium chlorid